(E)-(1-(5-cyano-2-methylphenyl)-3-methyl-8-(6-methylpyridin-3-yl)-1,3-dihydro-2H-imidazo[4,5-c]quinolin-2-ylidene)carbamic acid methyl ester COC(/N=C\1/N(C2=C(C=NC=3C=CC(=CC23)C=2C=NC(=CC2)C)N1C)C1=C(C=CC(=C1)C#N)C)=O